ethyl (S)-3-amino-3-(3',4'-dimethylbiphenyl-3-yl)propanoate N[C@@H](CC(=O)OCC)C=1C=C(C=CC1)C1=CC(=C(C=C1)C)C